2-((3-chloro-2-(2,2-difluorocyclopropylmethoxy)phenyl)amino)benzoic acid ClC=1C(=C(C=CC1)NC1=C(C(=O)O)C=CC=C1)OCC1C(C1)(F)F